FC(=CC1=CC(=C(C=C1)C)C)F 4-(2,2-difluorovinyl)-1,2-dimethylbenzene